Tert-Butyl 5-{2-[(4-{[6-(5-Chloro-2-Fluorophenyl)Pyridazin-4-Yl]Amino}Quinolin-7-Yl)Oxy]Ethyl}-Octahydropyrrolo[3,4-c]Pyrrole-2-Carboxylate ClC=1C=CC(=C(C1)C1=CC(=CN=N1)NC1=CC=NC2=CC(=CC=C12)OCCN1CC2C(C1)CN(C2)C(=O)OC(C)(C)C)F